NC=1C(=NC=CC1NCCNC(OC(C)(C)C)=O)Cl tert-Butyl 2-(3-amino-2-chloropyridin-4-ylamino)ethylcarbamate